5,5'-dimethyl-3H-spiro[furo[2,3-c]pyridine-2,3'-pyrrolidine]-1'-carboxylic acid tert-butyl ester C(C)(C)(C)OC(=O)N1CC2(CC1C)CC=1C(=CN=C(C1)C)O2